1-ethyl-N-((4-fluorocyclohexyl)(5-(2-methoxy-1-(2-oxo-4-(trifluoromethyl)imidazolidin-1-yl)ethyl)benzo[d]oxazol-2-yl)methyl)-1H-1,2,4-triazole-5-carboxamide C(C)N1N=CN=C1C(=O)NC(C=1OC2=C(N1)C=C(C=C2)C(COC)N2C(NC(C2)C(F)(F)F)=O)C2CCC(CC2)F